tert-butyl (1R,5S)-2-oxo-3,6-diazabicyclo[3.1.1]heptane-6-carboxylate O=C1[C@@H]2N([C@H](CN1)C2)C(=O)OC(C)(C)C